COC1=CC2=C(N(C([C@H]3N(CC4=CC=CC=C4C3)C2=O)OC2OCCCC2)C(=O)OCC=C)C=C1OCCCC(=O)OC Allyl (6aS)-2-methoxy-3-(4-methoxy-4-oxobutoxy)-14-oxo-6-((tetrahydro-2H-pyran-2-yl)oxy)-6,6a,7,12-tetrahydrobenzo[5,6][1,4]diazepino[1,2-b]isoquinoline-5(14H)-carboxylate